ISOCHINOLINYLMETHYLAMIDE C1(=NC=CC2=CC=CC=C12)C[NH-]